C(OC(CC(C)(OOC(C)(C)C1=CC=CC=C1)C)C)(OC(CC(C)(OOC(C)(C)C1=CC=CC=C1)C)C)=O di[1,3-dimethyl-3-(cumylperoxy)butyl] carbonate